1,4,5-trimethyl-2-(2,4,6-trimethoxyphenyl)-imidazolium CN1C(=[NH+]C(=C1C)C)C1=C(C=C(C=C1OC)OC)OC